n-octyl-3-(4-hydroxy-3,5-di-t-butylphenyl)propionate C(CCCCCCC)OC(CCC1=CC(=C(C(=C1)C(C)(C)C)O)C(C)(C)C)=O